C(C1=CC=CC=C1)OC1=NC=C(C=C1B(O)O)F 2-(Benzyloxy)-5-fluoropyridin-3-ylboronic acid